C(C1=CC=CC=C1)OC1CN(C1)[C@H]1[C@@H](CCCC1)OC=1C=C2CN(C(C2=CC1)=O)C1C(NC(CC1)=O)=O 3-(5-(((1R,2R)-2-(3-(benzyloxy)azetidin-1-yl)cyclohexyl)oxy)-1-oxoisoindolin-2-yl)piperidine-2,6-dione